porphyrin carbamate C(N)(O)=O.C12=CC=C(N1)C=C1C=CC(=N1)C=C1C=CC(N1)=CC=1C=CC(N1)=C2